2-(4,6-diethylpyrimidin-5-yl)-9-(4-(5-methyl-3-(trifluoromethyl)-1H-pyrazol-1-yl)benzyl)-7,9-dihydro-8H-purin-8-one C(C)C1=NC=NC(=C1C1=NC=C2NC(N(C2=N1)CC1=CC=C(C=C1)N1N=C(C=C1C)C(F)(F)F)=O)CC